O[C@H]1CN[C@@H](CN(C1)C(=O)OC(C)(C)C)CC(C)C tert-Butyl (3R,6S)-6-hydroxy-3-isobutyl-1,4-diazepane-1-carboxylate